C1(=CC=CC=C1)S(=O)(=O)N1C=C(C2=CC=CC=C12)C=O 1-(benzenesulfonyl)-1H-indole-3-carbaldehyde